(3-bromo-2-hydroxyphenyl)acetamide BrC=1C(=C(C=CC1)CC(=O)N)O